2-iodo-N-(4-(pentafluoro-λ6-sulfaneyl)phenyl)acetamide ICC(=O)NC1=CC=C(C=C1)S(F)(F)(F)(F)F